ClC=1C=C(O[C@H]2C[C@H](C2)OC=2N=CC(=NC2)C2=CC(=NO2)OCOC)C=CC1F 5-(5-(cis-3-(3-chloro-4-fluorophenoxy)cyclobutoxy)pyrazin-2-yl)-3-(methoxy-methoxy)-isoxazole